Chloro(2-dicyclohexylphosphino-2',4,6'-triiso-propyl-1,1'-biphenyl) ClC=1C(=C(C=CC1C(C)C)C1=C(C=CC=C1C(C)C)C(C)C)P(C1CCCCC1)C1CCCCC1